FC(C=1C=CC(=C(C1)NC(=O)N1CC(CC1)(C1=NC=NS1)C1=CC(=C(C=C1)C)F)C(NC)=O)F N-(5-(difluoromethyl)-2-(methylcarbamoyl)phenyl)-3-(3-fluoro-4-methylphenyl)-3-(1,2,4-thiadiazol-5-yl)pyrrolidine-1-carboxamide